tetramethyl-2,2',3,3'-tetrahydro-1,1'-spirobi-[indene]-5,6'-diol CC1(C(C2(C3=CC=C(C=C13)O)CCC1=CC=C(C=C12)O)(C)C)C